NC(C)(C)C1=CC(=NC(=C1)C1=CC=C(C=C1)C(F)(F)F)C(CNC(=O)C1=CC(=NN1C)N1N=CC=C1)(C)O N-(2-(4-(2-aminopropan-2-yl)-6-(4-(trifluoromethyl)phenyl)pyridin-2-yl)-2-hydroxypropyl)-1'-methyl-1'H-[1,3'-bipyrazole]-5'-carboxamide